CC1CN(C=CC1)C(=O)[O-] 3-methyl-3,4-dihydro-2H-pyridine-1-carboxylate